(1S)-1-fluoro-2-[(1S)-1-methyl-1,2,3,4-tetrahydroisoquinolin-5-yl]Propane-2-ol hydrochloride Cl.FCC(C)(O)C1=C2CCN[C@H](C2=CC=C1)C